1-(4-(3-chloro-4,5-difluoro-1H-indole-2-carbonyl)piperazin-1-yl)-2-methoxyethan-1-one ClC1=C(NC2=CC=C(C(=C12)F)F)C(=O)N1CCN(CC1)C(COC)=O